Ethyl-Methyl-Imidazolium C(C)[N+]1=C(NC=C1)C